2-(3-cyclopropylphenoxy)-3-[(5RS)-5-(2,4-dichlorobenzyl)-5,6-dihydro-4H-1,2,4-oxadiazin-3-yl]imidazo[1,5-b]pyridazine C1(CC1)C=1C=C(OC=2C(=CC=3N(N2)C=NC3)C3=NOC[C@H](N3)CC3=C(C=C(C=C3)Cl)Cl)C=CC1 |r|